S(=O)(=O)(O)C1=CC=CC2=[NH+]C3=CC=CC=C3C=C12 sulfoacridinium